1-propene-2,3-dicarboxylic acid C=C(CC(=O)O)C(=O)O